1,5-Naphthalenedisulfonic acid disodium salt hydrate O.[Na+].[Na+].C1(=CC=CC=2C(=CC=CC12)S(=O)(=O)[O-])S(=O)(=O)[O-]